C(#N)C1=C(C=CC=C1)C1=CC(=CC=C1)C[C@]1(C[C@H](CC1)NS(=O)(=O)C)C(=O)N(C)OC |o1:15,17| (1R*,3S*)-1-((2'-cyano-[1,1'-biphenyl]-3-yl)methyl)-N-methoxy-N-methyl-3-(methylsulfonamido)cyclopentane-1-carboxamide